C1(=CC=CC=C1)[O-].OC[Na] hydroxymethyl-sodium phenolate